Cl.ClC1=CC(=CC2=C1OCO2)CN (7-chlorobenzo[d][1,3]dioxol-5-yl)methylamine hydrochloride